ethyl 1-[(4-{3-azabicyclo[3.1.0]hex-3-yl}-3-cyano-2-fluorophenyl) methyl]-1H-pyrazole-4-carboxylate C12CN(CC2C1)C1=C(C(=C(C=C1)CN1N=CC(=C1)C(=O)OCC)F)C#N